[I+].[I+].CC(CCC)C=1NC=C[NH+]1 1,3-dimethyl-n-Propyl-imidazolium di-iodine